C(C)C1(CN(C1)CC1=CC(=C2CN(C(C2=C1)=O)C1=CC(=CC=C1)C1(COC1)[C@H](C1=NN=CN1C)F)C(F)(F)F)O (R)-6-((3-ethyl-3-hydroxyazetidin-1-yl)methyl)-2-(3-(3-(fluoro(4-methyl-4H-1,2,4-triazol-3-yl)methyl)oxetan-3-yl)phenyl)-4-(trifluoromethyl)isoindolin-1-one